CC1(OCCC(O1)CO)C (2,2-Dimethyl-1,3-dioxan-yl)methanol